6-[(2R)-4-[4-chloro-2-(trifluoromethyl)benzoyl]-2-ethylpiperazin-1-yl]-N-[2-(dimethylamino)ethyl]-3-(2-ethoxypyridin-3-yl)-2-fluorobenzamide ClC1=CC(=C(C(=O)N2C[C@H](N(CC2)C2=CC=C(C(=C2C(=O)NCCN(C)C)F)C=2C(=NC=CC2)OCC)CC)C=C1)C(F)(F)F